benzo[f][1,4]oxazonine C1=NC=COC=CC2=C1C=CC=C2